ClC1=C(C#N)C=C(C(=C1)N1[C@@H](CCCC1)COCCOCOCC[Si](C)(C)C)[N+](=O)[O-] (S)-2-chloro-4-(2-(2,2-dimethyl-5,7,10-trioxa-2-silaundecan-11-yl)piperidin-1-yl)-5-nitrobenzonitrile